2-(8-bromo-[1,2,4]triazolo[1,5-a]pyridin-5-yl)-1,1,1-trifluoropropane BrC=1C=2N(C(=CC1)C(C(F)(F)F)C)N=CN2